NC1=CC(=C(C=C1)NCC1=CC(=CC(=C1)CNC1=C(C=C(C=C1)N)C(F)(F)F)CNC1=C(C=C(C=C1)N)C(F)(F)F)C(F)(F)F N1,N3,N5-tris(4-amino-2-trifluoromethylphenyl)benzene-1,3,5-trimethylamine